3-(2-aminoethoxy)-1-(4-(5-phenyl-4,5-dihydro-1H-pyrazole-1-carbonyl)piperidin-1-yl)propan-1-one NCCOCCC(=O)N1CCC(CC1)C(=O)N1N=CCC1C1=CC=CC=C1